C12CN(CC(N1)C2)C2=NC(=CC(=N2)NC=2C=C1C=NNC1=CC2)C N-(2-(3,6-diazabicyclo[3.1.1]hept-3-yl)-6-methylpyrimidin-4-yl)-1H-indazol-5-amine